(R)-3-(3,4-Dihydroxyphenyl)-2-hydroxypropanoic acid OC=1C=C(C=CC1O)C[C@H](C(=O)O)O